8-Chloro-7-fluoronaphthalen-1-ylsulfonic acid ClC=1C(=CC=C2C=CC=C(C12)S(=O)(=O)O)F